CC=1N=NC=C(C1[C@@H](C)OC=1C=C2C(=NNC2=CC1)C=1C=C2C(CC3(CCN(CC3)CC)OC2=CC1)=O)C (R)-6-(5-(1-(3,5-dimethylpyridazin-4-yl)ethoxy)-1H-indazol-3-yl)-1'-ethylspiro[chroman-2,4'-piperidin]-4-one